3,6-diisopropylcyclohexanone C(C)(C)C1CC(C(CC1)C(C)C)=O